5-(dimethylamino)-pentanol CN(CCCCCO)C